C(C)OC1=C(C=CC(=N1)[C@@H](CS(=O)(=O)C)N1C(NC=2C1=NC=C(C2)C2=CC=CC=C2)=O)OC (S)-3-(1-(6-ethoxy-5-methoxypyridin-2-yl)-2-(methylsulfonyl)ethyl)-6-phenyl-1H-imidazo[4,5-b]pyridin-2(3H)-one